CN1C=CC2=CC(=CN=C12)B(O)O (1-methyl-1H-1,7-diazainden-5-yl)boranediol